bis-tert-butylphenylphosphine C(C)(C)(C)P(C1=CC=CC=C1)C(C)(C)C